NCC(CNCC1=CC=2N(N=C1)C=C(N2)[C@H](C2CCC(CC2)(F)F)NC(OC(C)(C)C)=O)(C)F tert-butyl ((1S)-(7-(((3-amino-2-fluoro-2-methylpropyl)amino)methyl)imidazo[1,2-b]pyridazin-2-yl)(4,4-difluorocyclohexyl)methyl)carbamate